8-fluoro-4-(5-methyl-1H-indazol-4-yl)-2-(2-propioloyl-2,6-diazaspiro[3.4]octan-6-yl)quinoline-3-carbonitrile FC=1C=CC=C2C(=C(C(=NC12)N1CC2(CN(C2)C(C#C)=O)CC1)C#N)C1=C2C=NNC2=CC=C1C